C1C2N(CCN1C=1C(=C(C=CC1)N)[N+](=O)[O-])CCCC2 3-(hexahydro-1H-pyrido[1,2-a]-pyrazin-2(6H)-yl)-2-nitrobenzenamine